C(#N)[C@H](C[C@H]1C(NCC1)=O)NC(=O)[C@@H]1[C@H]2C([C@H]2CN1C([C@H](C(C)(C)C)NC(=O)C1(COC1)C)=O)(C)C (1R,2S,5S)-N-((S)-1-cyano-2-((S)-2-oxopyrrolidin-3-yl)ethyl)-3-((S)-3,3-dimethyl-2-(3-methyloxetane-3-carboxamido)butanoyl)-6,6-dimethyl-3-azabicyclo[3.1.0]hexane-2-carboxamide